IC1=CC=CC=2N1N=C(N2)NC(=O)C2CC2 N-(5-iodo-[1,2,4]triazolo[1,5-a]pyridin-2-yl)cyclopropanecarboxamide